(S)-N-((R or S)-(5-chloro-6-(difluoromethyl)pyridin-2-yl)(5-chloro-6-(trifluoromethyl)pyridin-3-yl)methyl)-2-oxoimidazolidine-4-carboxamide ClC=1C=CC(=NC1C(F)F)[C@H](NC(=O)[C@H]1NC(NC1)=O)C=1C=NC(=C(C1)Cl)C(F)(F)F |o1:10|